C(C1=CC=CC=C1)OC(=O)C=1N(C=CC1C1=CCC(CC1)NC(=O)OC(C)(C)C)S(NC(=O)OCC1=CC=CC=C1)(=O)=O 1-(Benzyloxycarbonylsulfamoyl)-3-[4-(tert-butoxycarbonylamino)cyclohexen-1-yl]pyrrole-2-carboxylic acid benzyl ester